dichloro-(1,2,3,4,5-pentamethylcyclopenta-2,4-dien-1-yl)rhodium Cl[Rh](C1(C(=C(C(=C1C)C)C)C)C)Cl